N1=C(C=CC=C1)C1(CCOC2(CCCC2)C1)CCN1CC2=C(CC1)C=CS2 6-[2-(9-pyridin-2-yl-6-oxa-spiro[4.5]dec-9-yl)-ethyl]-4,5,6,7-tetrahydro-thieno[2,3-c]pyridine